C(C)(C)N1CN(C=C1)CCCS(=O)(=O)O 1-isopropyl-3-(3-sulfopropyl)imidazole